5-(Methylamino)-6-(3-methylimidazo[4,5-c]pyridin-7-yl)-3-[4-(4-piperidyloxy)anilino]pyrazine-2-carboxamide CNC=1N=C(C(=NC1C=1C2=C(C=NC1)N(C=N2)C)C(=O)N)NC2=CC=C(C=C2)OC2CCNCC2